2,3-butandion monooxime CC(C(C)=O)=NO